2,2-dimethyl-propane-diol CC(C(O)O)(C)C